OC=1C=C(C=CC1OC)CCC1=C(C=CC=C1OC)C1=CC=CC=C1 (3-hydroxy-4-methoxyphenylethyl)-3-methoxy-[1,1'-biphenyl]